1-phenyl-3-(3-trifluoromethylphenyl)-2-propanone C1(=CC=CC=C1)CC(CC1=CC(=CC=C1)C(F)(F)F)=O